C(C1=CC=CC=C1)C1(CC1)NC(=O)C1=CC(=NC=C1OC1=CC(=CC=C1)C1CC1)Cl N-(1-benzylcyclopropyl)-2-chloro-5-(3-cyclopropylphenoxy)pyridine-4-carboxamide